COC1=NC2=CC=C(C=C2C=C1)C1=CN=CC=2C(CCCC12)NC(=O)C=1C=NN(C1)C N-(4-(2-methoxyquinolin-6-yl)-5,6,7,8-tetrahydroisoquinolin-8-yl)-1-methyl-1H-pyrazole-4-carboxamide